C(C)(C)C1=CC(=NO1)CC#N 2-(5-isopropylisoxazol-3-yl)acetonitrile